ClC1=CC(=CN=N1)N1CCC(CC1)(C(=O)O)OC1=CC=CC=C1 1-(6-chloropyridazin-4-yl)-4-phenoxypiperidine-4-carboxylic acid